bis(2,5-dimethylphenyl)iodonium p-toluenesulfonic acid salt CC1=CC=C(C=C1)S(=O)(=O)[O-].CC1=C(C=C(C=C1)C)[I+]C1=C(C=CC(=C1)C)C